1,2,4-tris(2-mercaptoethylidene)benzene SCC=C1C(CC(C=C1)=CCS)=CCS